(S)-3-(trifluoromethyl)-β-homophenylalanine FC(C=1C=C(C[C@H](N)CC(=O)O)C=CC1)(F)F